BrC=1SC(=CN1)C(=O)NC1=C(C(=CC=C1C)OC)C 2-Bromo-N-(3-methoxy-2,6-dimethyl-phenyl)thiazole-5-carboxamide